(2R,4S)-2-methyltetrahydro-2H-pyran C[C@H]1OCCCC1